3-Ethyl-8-(4-methylpiperazin-1-yl)-N2-(tetrahydro-2H-pyran-4-yl)pyrido[3,4-b]pyrazine-2,5-Diamine C(C)C1=C(N=C2C(=N1)C(=NC=C2N2CCN(CC2)C)N)NC2CCOCC2